N-benzyl-5-(5-methoxypyridin-3-yl)-3-methyl-N-(3-(methylamino)-3-oxopropyl)benzo[b]thiophene-2-carboxamide C(C1=CC=CC=C1)N(C(=O)C1=C(C2=C(S1)C=CC(=C2)C=2C=NC=C(C2)OC)C)CCC(=O)NC